monosodium (dihydrogen) phosphate P(=O)(O)(O)[O-].[Na+]